C12COCC(CN(C1)CC1=C3C(=NC(=C1)C=1C=C4CN(C(C4=CC1)=O)C1C(NC(CC1)=O)=O)N(C=C3)C3COC3)C2 3-(5-(4-((3-oxa-7-azabicyclo[3.3.1]nonan-7-yl)methyl)-1-(oxetan-3-yl)-1H-pyrrolo[2,3-b]pyridin-6-yl)-1-oxoisoindolin-2-yl)piperidine-2,6-dione